C(O)C(C(=O)O)(CCCCCC)CO 2,2-dimethyloloctanoic acid